Ethyl (S)-2-((S)-2-((S)-5-(allyloxy)-4-amino-5-oxopentanamido)-6-diazo-5-oxohexanamido)-6-diazo-5-oxohexanoate C(C=C)OC([C@H](CCC(=O)N[C@H](C(=O)N[C@H](C(=O)OCC)CCC(C=[N+]=[N-])=O)CCC(C=[N+]=[N-])=O)N)=O